N[C@H]1[C@@H](CCC1)C1=C(C2=NC(=CC(=C2S1)NCC1=CC=CC=C1)Cl)C 2-((1R,2R)-2-aminocyclopentyl)-N-benzyl-5-chloro-3-methylthieno[3,2-b]pyridin-7-amine